[Si](C)(C)(C(C)(C)C)OCC1CC=2C(=NC(=CC2C)NC(CN(C)C)=O)C1 N-[6-[[tert-butyl(dimethyl)silyl]oxymethyl]-4-methyl-6,7-dihydro-5H-cyclopenta[b]pyridin-2-yl]-2-(dimethylamino)acetamide